(3-fluoro-4-((4-methylpyrimidin-2-yl)oxy)phenyl)-N-(1-methyl-1H-pyrazol-4-yl)-4-(3-nitrophenyl)pyrimidin-2-amine FC=1C=C(C=CC1OC1=NC=CC(=N1)C)C=1C(=NC(=NC1)NC=1C=NN(C1)C)C1=CC(=CC=C1)[N+](=O)[O-]